3,4-diphenylisoquinolin-1(2H)-one C1(=CC=CC=C1)C=1NC(C2=CC=CC=C2C1C1=CC=CC=C1)=O